(R)-methyl 3-(9-((1s,4S)-4-carbamoylcyclohexyl)-8-(3-chloro-2,6-difluorophenylamino)-9H-purin-2-ylamino)piperidine-1-carboxylate C(N)(=O)C1CCC(CC1)N1C2=NC(=NC=C2N=C1NC1=C(C(=CC=C1F)Cl)F)N[C@H]1CN(CCC1)C(=O)OC